P(=O)(OCC)(OCC)ON1N=NC2=C(C1=O)C=CC=C2 diethyl 4-oxo-1,2,3-benzotriazin-3(4H)-yl phosphate